Cl.CC1N(CCC1)N 2-methylpyrrolidin-1-amine hydrochloride